(S)-2-((5-(2-(6-acetamido-2-methylhexan-3-yl)-2,6-diazaspiro[3.4]oct-6-yl)-1,2,4-triazin-6-yl)oxy)-N-ethyl-5-fluoro-N-isopropylbenzamide C(C)(=O)NCCC[C@@H](C(C)C)N1CC2(C1)CN(CC2)C=2N=CN=NC2OC2=C(C(=O)N(C(C)C)CC)C=C(C=C2)F